CS(=C([NH3+])SSC(=S(C)(C)(C)C)[NH3+])(C)(C)C tetramethylammoniumthiocarbonyl disulfide